N-benzyl-4-(4-(propoxy)phenyl)phthalazin-1-amine C(C1=CC=CC=C1)NC1=NN=C(C2=CC=CC=C12)C1=CC=C(C=C1)OCCC